OC(CN(CCCCC1C(OCC(O1)=O)=O)CC(CCCCCCCCC)O)CCCCCCCCCC 6-(4-((2-hydroxydodecyl)(2-hydroxyundecyl)amino)butyl)-1,4-dioxane-2,5-dione